C1(CCCCCCCCC(=O)OCCCCO1)=O butylene sebacate